1-((3-((3-((tert-butyl(dimethyl)silyl)oxymethyl)phenoxy)methyl)-4-methoxy-phenyl)methyl)-6-chloropyrazolo[3,4-d]pyrimidin-4-amine [Si](C)(C)(C(C)(C)C)OCC=1C=C(OCC=2C=C(C=CC2OC)CN2N=CC=3C2=NC(=NC3N)Cl)C=CC1